4-[2-(3-chlorobenzoyl)hydrazinocarbonyl]piperidine-1-carboxylic acid tert-butyl ester C(C)(C)(C)OC(=O)N1CCC(CC1)C(=O)NNC(C1=CC(=CC=C1)Cl)=O